Ethyl 2-(6-amino-4-(trifluoromethyl)pyridin-3-yl)-4-morpholinopyrrolo[2,1-f][1,2,4]triazine-6-carboxylate NC1=CC(=C(C=N1)C1=NN2C(C(=N1)N1CCOCC1)=CC(=C2)C(=O)OCC)C(F)(F)F